4-chloro-6-(2,4-dichlorophenyl)pyridine-3-carbonitrile ClC1=C(C=NC(=C1)C1=C(C=C(C=C1)Cl)Cl)C#N